7-[2-(1H-benzimidazol-2-yl)-6-chloro-phenyl]-3-(4-isoquinolyl)-1H-quinazoline-2,4-dione N1C(=NC2=C1C=CC=C2)C2=C(C(=CC=C2)Cl)C2=CC=C1C(N(C(NC1=C2)=O)C2=CN=CC1=CC=CC=C21)=O